ClC1=C(C=CC(=C1)C(F)(F)F)C=1C=C(C2=C(NC=N2)C1)C(=O)O 6-(2-Chloro-4-(trifluoromethyl)phenyl)-1H-benzo[d]imidazole-4-carboxylic acid